O1CCN(CC1)CCN1CCN(CC1)C(=O)C=1C=C(NC1C1=C(C=CC=C1)[N+](=O)[O-])C1=CC=C(C=C1)C(F)(F)F (4-(2-morpholinoethyl)piperazin-1-yl)(5-(2-nitrophenyl)-2-(4-(trifluoromethyl)phenyl)Azol-4-yl)methanone